N-(4-(hydroxymethyl)tetrahydro-2H-pyran-4-yl)-2-methyl-5-(pyridazin-3-ylmethoxy)benzofuran-3-carboxamide OCC1(CCOCC1)NC(=O)C1=C(OC2=C1C=C(C=C2)OCC=2N=NC=CC2)C